3-amino-1-(benzo[d]thiazol-2-yl)propan-1-ol NCCC(O)C=1SC2=C(N1)C=CC=C2